N-(phenyl)-1H-indole C1(=CC=CC=C1)N1C=CC2=CC=CC=C12